(3-iodobenzyl)-N-methyl-5'-carbamoyl-adenosine IC=1C=C(C[C@@]2([C@H](O)[C@H](O)[C@@H](C(O)C(N)=O)O2)N2C=NC=3C(NC)=NC=NC23)C=CC1